Br.C(C)N(C1=CC=CC=C1)CC Diethylaniline Hydrobromide